2,3,4-triiodotoluene IC1=C(C)C=CC(=C1I)I